Tert-Butyl 7-((6-(((tert-butoxycarbonyl)(2,2-difluoroethyl)amino)methyl)-5-(tetrahydrofuran-3-yl)pyridin-2-yl)amino)-4-chloro-1-oxoisoindoline-2-carboxylate C(C)(C)(C)OC(=O)N(CC(F)F)CC1=C(C=CC(=N1)NC=1C=CC(=C2CN(C(C12)=O)C(=O)OC(C)(C)C)Cl)C1COCC1